(R)-1-tert-Butoxycarbonyl-2-(5-carbamoyl-1-methyl-1H-pyrazol-3-yl)pyrrolidine C(C)(C)(C)OC(=O)N1[C@H](CCC1)C1=NN(C(=C1)C(N)=O)C